2-((2s,4r)-2-(azetidin-2-yl)-5-chloro-6-fluoro-2-phenyl-2,3-dihydrobenzofuran-4-yl)-3-fluoro-4-(2-hydroxyethoxy)-N-methylbenzamide N1C(CC1)[C@@]1(OC2=C(C1)C(=C(C(=C2)F)Cl)C2=C(C(=O)NC)C=CC(=C2F)OCCO)C2=CC=CC=C2